C(#N)C=1C=CC=C2CCN(C12)C(=O)N1C[C@H](N(CC1)C=1C=CC(=NC1C(=O)N[C@H]1CNCC1)C=1C(=NC=CC1)OCC)CC 5-[(2R)-4-(7-cyano-2,3-dihydro-1H-indole-1-carbonyl)-2-ethylpiperazin-1-yl]-2'-ethoxy-N-[(3R)-pyrrolidin-3-yl]-[2,3'-bipyridine]-6-carboxamide